CN1C(C(C2=CC=CC=C12)(C)C)=C[C+]1[C+](C(=C1O)C=C1N(C2=CC=CC=C2C1(C)C)C)O 1,3-bis[(1,3-dihydro-1,3,3-trimethyl-2H-indol-2-ylidene)methyl]-2,4-dihydroxycyclobutenediylium